oxo-1-(piperazin-1-yl)pentan O=C(CCCC)N1CCNCC1